C1=CC2=C(C=C1Br)C(=O)C(=O)N2 bromoisatin